C=C1C(C2=CC=CC=C2C=C1)C1C(N(C(C1)=O)CCCCCCC(=O)OCC)=O ethyl (E)-7-(3-(2-methylenenaphthyl)-2,5-dioxopyrrolidinyl)heptanoate